Cl.ClC=1C=C(C=CC1F)NC1N(C(=NC(=N1)N)N1CCCC1)C=1C=C(C=CC1)C N-(3-Chloro-4-fluorophenyl)-6-pyrrolidin-1-yl-N1-m-tolyl-[1,3,5]triazine-2,4-diamine hydrochloride